N1=CC=C(C=C1)C1=NNC=C1 3-(4-pyridinyl)-pyrazole